N,N'-1,4-phenylenebismaleimide C1(=CC=C(C=C1)N1C(C=CC1=O)=O)N1C(C=CC1=O)=O